BrC1=CC=C2C=C(C(=NC2=C1)C)N 7-bromo-2-methylquinolin-3-amine